BrC/C=C/C1=CC(=CC=C1)OC (E)-1-(3-bromoprop-1-en-1-yl)-3-methoxybenzene